N-(3,5-dichloro-4-(2,6-dioxopiperidin-3-yl)benzyl)-2-methyl-2-(5-methylpyrimidin-2-yl)-propanamide ClC=1C=C(CNC(C(C)(C2=NC=C(C=N2)C)C)=O)C=C(C1C1C(NC(CC1)=O)=O)Cl